2-((5-(4-bromophenyl)-3-methylisothiazol-4-yl)methyl)isoindoline-1,3-dione BrC1=CC=C(C=C1)C1=C(C(=NS1)C)CN1C(C2=CC=CC=C2C1=O)=O